2-bromo-5-(3-phenyl-10-(pyridin-4-yl)anthracen-9-yl)pyridine Ethyl-3-[2-(4,4,5,5-tetramethyl-1,3,2-dioxaborolan-2-yl)phenyl]propanoate C(C)OC(CCC1=C(C=CC=C1)B1OC(C(O1)(C)C)(C)C)=O.BrC1=NC=C(C=C1)C=1C2=CC=CC=C2C(=C2C=C(C=CC12)C1=CC=CC=C1)C1=CC=NC=C1